(3S)-1-(tert-Butoxycarbonyl)-3-pyrrolidinecarboxylic acid C(C)(C)(C)OC(=O)N1C[C@H](CC1)C(=O)O